C(C)(=O)NC=1SC2=C(N1)C=CC(=C2)C=2C=C1C(=NC(=NC1=CC2)C)C(=O)N[C@@H](C)C2=CC=C(C=C2)F (S)-6-(2-acetamidobenzo[d]thiazol-6-yl)-N-(1-(4-fluorophenyl)ethyl)-2-methylquinazoline-4-carboxamide